bis(2-ethoxyethyl)phosphine oxide C(C)OCCP(CCOCC)=O